C1(CCC1)OC1=CN=CC(=N1)C1=CC(=C(OCC2CC2)C(=C1)F)F 2-[4-(6-Cyclobutoxypyrazin-2-yl)-2,6-difluorophenoxymethyl]-cyclopropan